BrC=1C(=NC(=NC1)NC1=C(C=C(C(=C1)[N+](=O)[O-])N1C[C@@H]2CN(C[C@@H]2C1)C)OC)C1=CN(C2=CC=CC=C12)C1CC1 5-Bromo-4-(1-cyclopropyl-1H-indol-3-yl)-N-(2-methoxy-4-((3aR,6aS)-5-methylhexahydropyrrolo[3,4-c]pyrrol-2(1H)-yl)-5-nitrophenyl)pyrimidin-2-amine